1-chloro-2-ethoxyethane tert-butyl-(5-(6-(tert-butylsulfonyl)-5-methoxy-1H-benzo[d]imidazol-1-yl)-3-fluoro-2-methoxyphenyl)carbamate C(C)(C)(C)N(C(O)=O)C1=C(C(=CC(=C1)N1C=NC2=C1C=C(C(=C2)OC)S(=O)(=O)C(C)(C)C)F)OC.ClCCOCC